ClC1=CC=C(C=C1)CCNC(=O)C=1OC(=NN1)N[C@@H]1C(NC[C@H]1C1=C(C=C(C=C1F)OC)F)=O N-[2-(4-chlorophenyl)ethyl]-5-{[(3S,4R)-4-(2,6-difluoro-4-methoxyphenyl)-2-oxopyrrolidin-3-yl]amino}-1,3,4-oxadiazole-2-carboxamide